tert-Butyl (S)-5-chloro-2-((3-(3,4-dichlorophenyl)-1-methoxy-1-oxopropan-2-yl)carbamoyl)-1H-indole-1-carboxylate ClC=1C=C2C=C(N(C2=CC1)C(=O)OC(C)(C)C)C(N[C@H](C(=O)OC)CC1=CC(=C(C=C1)Cl)Cl)=O